C(C1=CC=CC=C1)C=1C=C(C=CC1)N1N=NC(=C1)CO[C@@H]([C@@](CN1N=CN=C1)(O)C1=C(C=C(C=C1)F)F)C (2R,3R)-3-((1-(3-benzyl-phenyl)-1H-1,2,3-triazole-4-yl)-methoxy)-2-(2,4-difluorophenyl)-1-(1H-1,2,4-triazole-1-yl)butan-2-ol